CC(C(=O)O)(C)C1=NN(C2=CC=CC=C12)C 2-methyl-2-(1-methyl-1H-indazol-3-yl)propanoic acid